(E)-2-(3-bromostyryl)-5-bromo-4-(4-fluorophenyl)thiazole BrC=1C=C(/C=C/C=2SC(=C(N2)C2=CC=C(C=C2)F)Br)C=CC1